C1(CCCCC1)NCCC[Si](OC)(OC)OC 3-(N-cyclohexylamino)-propyl-trimethoxysilane